benzyl 2,5-diacetamido-5-oxopentanoate C(C)(=O)NC(C(=O)OCC1=CC=CC=C1)CCC(=O)NC(C)=O